4,4'-bis[(4-anilino-6-(2-hydroxyethyl)-methylamino-1,3,5-triazin-2-yl)amino]stilbene N(C1=CC=CC=C1)C1=NC(N(C(=N1)CCO)NC)NC1=CC=C(C=C1)C=CC1=CC=C(C=C1)NC1N(C(=NC(=N1)NC1=CC=CC=C1)CCO)NC